terephthalic bis(4-aminophenyl) ester NC1=CC=C(C=C1)OC(C1=CC=C(C(=O)OC2=CC=C(C=C2)N)C=C1)=O